FC=1C=C(C=CC1F)C=1N=C(SC1C1=NC=CC=C1)NC(OC(C)(C)C)=O tert-butyl (4-(3,4-difluorophenyl)-5-(pyridin-2-yl)thiazol-2-yl)carbamate